OC(CCCCCC(=O)OC\C=C/CCCCCC)CN(CCCO)CC(CCCCCC(=O)OC\C=C/CCCCCC)O (2Z)-non-2-en-1-yl 7-hydroxy-8-({2-hydroxy-8-[(2Z)-non-2-en-1-yloxy]-8-oxooctyl}(3-hydroxypropyl)amino)octanoate